N1(CCCC1)C1=CC=C(C=C1)C1=CC=CN2C1=NS(CC2)(=O)=O 9-(4-pyrrolidin-1-ylphenyl)-3,4-dihydropyrido[2,1-c][1,2,4]thiadiazine 2,2-dioxide